2-hydroxy-ethoxy-4'-methoxybenzophenone OCCOC1=C(C(=O)C2=CC=C(C=C2)OC)C=CC=C1